tin-cerium [Ce].[Sn]